3-((3R,5S)-3-((5-(5-acetyl-1,3,4-oxadiazol-2-yl)-1H-pyrrolo[2,3-b]pyridin-4-yl)amino)-5-methylpiperidin-1-yl)-3-oxopropanenitrile C(C)(=O)C1=NN=C(O1)C=1C(=C2C(=NC1)NC=C2)N[C@H]2CN(C[C@H](C2)C)C(CC#N)=O